CC(C)C[C@@H](C(=O)N[C@@H](CO)C(=O)N[C@@H](CC1=CN=CN1)C(=O)N[C@@H](CCCCN)C(=O)NCC(=O)N2CCC[C@H]2C(=O)N[C@@H](CCSC)C(=O)N3CCC[C@H]3C(=O)N[C@@H](CC4=CC=CC=C4)C(=O)O)NC(=O)[C@H](CCCN=C(N)N)NC(=O)[C@@H]5CCCN5C(=O)[C@H](CCCN=C(N)N)NC(=O)[C@@H]6CCC(=O)N6 The molecule is a thirteen-membered polypeptide consisting of p-Glu, Arg, Pro, Arg, Leu, Ser, His, Lys, Gly, Pro, Met, Pro and Phe residues joined in sequence. It has a role as an apoptosis inhibitor, a neuroprotective agent and a human metabolite. It is a tautomer of a [Pyr1]apelin-13(2+).